FC1=CC=C(C=C1)[C@H](C(C)(C)C=1C=C(C=C(C1)O)O)CCCCC (R)-5-(3-(4-fluorophenyl)-2-methyloctan-2-yl)benzene-1,3-diol